2,2'-dihydroxy-4,4'-dimethoxy-5-Sulfobenzophenone OC1=C(C(=O)C2=C(C=C(C=C2)OC)O)C=C(C(=C1)OC)S(=O)(=O)O